(S)-4-amino-3-bromo-N-methyl-N-(6-(trifluoromethyl)-2,3-dihydrobenzofuran-3-yl)imidazo[1,5-a]quinoxaline-8-carboxamide NC=1C=2N(C3=CC(=CC=C3N1)C(=O)N([C@@H]1COC3=C1C=CC(=C3)C(F)(F)F)C)C=NC2Br